1-(4-(((tert-butyldiphenylsilyl)oxy)methyl)-2-isopropyl-6-methylphenyl)-6,7-dichloropyrido[2,3-d]pyrimidine-2,4(1H,3H)-dione [Si](C1=CC=CC=C1)(C1=CC=CC=C1)(C(C)(C)C)OCC1=CC(=C(C(=C1)C)N1C(NC(C2=C1N=C(C(=C2)Cl)Cl)=O)=O)C(C)C